N-[2-(2-methyl-4-pyridyl)-1H-pyrrolo[3,2-c]pyridin-6-yl]cyclopropanecarboxamide CC1=NC=CC(=C1)C1=CC=2C=NC(=CC2N1)NC(=O)C1CC1